1-(3,5-dichloropyridin-4-yl)ethoxyl-N-(1-(2-hydroxyethyl)-1H-pyrazol-4-yl)-1H-indazole-3-carboxamide ClC=1C=NC=C(C1C(ON1N=C(C2=CC=CC=C12)C(=O)NC=1C=NN(C1)CCO)C)Cl